N-[(6-Amino-2-pyridyl)sulfonyl]-2-[2-(1,1-dimethylpropyl)pyrrolidin-1-yl]-6-(3-fluoro-5-isobutoxyphenyl)pyridin-3-carboxamid NC1=CC=CC(=N1)S(=O)(=O)NC(=O)C=1C(=NC(=CC1)C1=CC(=CC(=C1)OCC(C)C)F)N1C(CCC1)C(CC)(C)C